ClC1=C(C=C(C=C1)Cl)CC(=O)NC1CN(C(C1)=O)C1=CC=CC=C1 2-(2,5-dichlorophenyl)-N-(5-oxo-1-phenylpyrrolidin-3-yl)acetamid